Cl.C1(CC1)C(C(=N)N)(C)O 2-cyclopropyl-2-hydroxy-propionamidine hydrochloride